ClC1=NC(=CC(=N1)C(C#N)(C)C)N1[C@@H](COCC1)C (R)-2-(2-chloro-6-(3-methylmorpholino)pyrimidin-4-yl)-2-methylpropanenitrile